NCC1(CCCCC1)C(=O)O 4-trans-Aminomethylcyclohexanecarboxylic acid